DIMETHYL DISULFIDE CSSC